N-methyl-4-(2-{[(3S)-piperidin-3-yl]amino}-5-(trifluoromethyl)pyrimidin-4-yl)-N-(1,3-thiazol-2-yl)-1H-pyrrole-2-carboxamide CN(C(=O)C=1NC=C(C1)C1=NC(=NC=C1C(F)(F)F)N[C@@H]1CNCCC1)C=1SC=CN1